NC1=NC(=NC=C1)C=1C=NN(C1OCC[C@H](C)NC1=C(C=NC(=C1)Cl)C1=NC=CC(=C1)N1CC(C1)CC(C)(F)F)C (S)-N-(4-((4-(4-aminopyrimidin-2-yl)-1-methyl-1H-pyrazol-5-yl)oxy)butan-2-yl)-6'-chloro-4-(3-(2,2-difluoropropyl)azetidin-1-yl)-[2,3'-bipyridin]-4'-amine